ClCCNS(=O)(=O)C1=CC=C(C=C1)C=1N(C2=CC=C(C=C2C(C1C(=O)O)=O)F)C1CC1 (4-(N-(2-chloroethyl)sulfamoyl)phenyl)-1-cyclopropyl-6-fluoro-4-oxo-1,4-dihydroquinoline-3-carboxylic acid